1-(4-Nitrophenyl)piperidin-4-ol INDIUM [In].[N+](=O)([O-])C1=CC=C(C=C1)N1CCC(CC1)O